ethyl-2-{[(tert-butoxycarbonyl)amino]methyl}-4,4-difluorobutanoate C(C)OC(C(CC(F)F)CNC(=O)OC(C)(C)C)=O